(S)-tert-butyl 4-(3-(hydroxymethyl)-4-(3-(5-(trifluoromethyl)pyridin-2-yloxy)pyrrolidin-1-yl)phenyl)piperidine-1-carboxylate OCC=1C=C(C=CC1N1C[C@H](CC1)OC1=NC=C(C=C1)C(F)(F)F)C1CCN(CC1)C(=O)OC(C)(C)C